ClC1=C(C=C(C=C1)SC)C=1C(=NN(C1)C)N 4-[2-chloro-5-(methylsulfanyl)phenyl]-1-methyl-1H-pyrazol-3-amine